C(C)N1CCC(CC1)NC 1-ethyl-4-piperidyl-methylamine